OC1=C(C=NC=C1C)C1=CC=NC2=CC(=CC=C12)O 4-(4-hydroxy-5-methylpyridin-3-yl)-7-hydroxy-quinoline